3-(1-acetylpyrazol-3-yl)-2-bromo-6-hydroxy-inden-1-one C(C)(=O)N1N=C(C=C1)C1=C(C(C2=CC(=CC=C12)O)=O)Br